N-(4-(aminomethyl)cyclohexyl)-4-isopropylaniline NCC1CCC(CC1)NC1=CC=C(C=C1)C(C)C